3,3-dibutyl-8-hydroxy-7-(methylthio)-5-(4-(trifluoromethyl)phenyl)-2,3,4,5-tetrahydro-1,5-benzothiazepine 1,1-dioxide C(CCC)C1(CS(C2=C(N(C1)C1=CC=C(C=C1)C(F)(F)F)C=C(C(=C2)O)SC)(=O)=O)CCCC